ethyl 1-(3,5-difluorobenzyl)-5-hydroxy-1H-pyrazole-3-carboxylate FC=1C=C(CN2N=C(C=C2O)C(=O)OCC)C=C(C1)F